C(C)(C)(C)OC(\C=C\C1=CC(OC)=C(O)C=C1)=O Feruloyl tert-butyl ether